CN(C)CC1=C(N=C(S1)NC1=NC=CC(=C1)C(F)(F)F)C1=NC=CC=C1 5-((dimethylamino)methyl)-4-(pyridin-2-yl)-N-(4-(trifluoromethyl)pyridin-2-yl)thiazol-2-amine